C1OC=2C=C(C=CC2O1)C=1N(C2=CC=C(C=C2C1)C(=O)N)CC1=CC=C(C=C1)C(NO)=O (3,4-methylenedioxyphenyl)-1-(4-(hydroxycarbamoyl)benzyl)-1H-indole-5-carboxamide